FC1=C(C#N)C(=CC(=C1)C#N)F 2,6-Difluoro-terephthalonitrile